[Si](C)(C)(C(C)(C)C)C#CC=1C=C(C=C(C1)C)O 3-[2-[tert-butyl(dimethyl)silyl]ethynyl]-5-methyl-phenol